2-(1-acetylpiperidin-4-yl)-N-(9-methyl-5,6,8,9,10,11-hexahydro-7H-5,9:7,11-dimethanobenzo[9]annulen-7-yl)acetamide C(C)(=O)N1CCC(CC1)CC(=O)NC12CC3C4=C(C(CC(C1)(C3)C)C2)C=CC=C4